1,2-phenylene bis(2-methylpropionate) CC(C(=O)OC1=C(C=CC=C1)OC(C(C)C)=O)C